BrC1=C(N=C2N(C1=O)C=CC=C2)N[C@H]2CN(C[C@H](C2)C2=CC=C(C=C2)OCCCCO)C 3-bromo-2-[[(3R,5R)-5-[4-(4-hydroxybutoxy)phenyl]-1-methyl-3-piperidyl]amino]pyrido[1,2-a]pyrimidin-4-one